N-(4-aminophenyl)-6-methyl-2-(pyrrolidin-1-yl)pyrimidin-4-amine NC1=CC=C(C=C1)NC1=NC(=NC(=C1)C)N1CCCC1